N,N'-diisopropyl-thiourea C(C)(C)NC(=S)NC(C)C